ClC1=NC=2C=C(C=CC2C2=C1NC=C2C(=O)OCC)C(=O)OCC diethyl 4-chloro-3H-pyrrolo[2,3-c]quinoline-1,7-dicarboxylate